C(C)N1CC2(CC1)CCN(CC2)C2=C(C=C(C=C2)NC=2N=C(C1=C(N2)NC=C1)NC1=C(C=CC=C1)C(C)S(=O)(=O)NC)F (2-((2-((4-(2-ethyl-2,8-diazaspiro[4.5]decan-8-yl)-3-fluorophenyl)amino)-7H-pyrrolo[2,3-d]pyrimidin-4-yl)amino)phenyl)-N-methyl-ethanesulfonamide